C(CCC)OCCOCC(C)O 1-(2-butoxyethoxy)-2-Propanol